C1N(CCC2=CC=CC=C12)CC=1OC=C(C(C1)=O)OCC1CC2(C1)CCN(CC2)C2=NC=CC=N2 2-((3,4-dihydroisoquinolin-2(1H)-yl)methyl)-5-((7-(pyrimidin-2-yl)-7-azaspiro[3.5]nonan-2-yl)methoxy)-4H-pyran-4-one